C(CC)N1C(CCC1)=O 1-(propyl)pyrrolidin-2-one